(2-ethyl-2,3-dihydro-4H-1,4-benzoxazin-4-yl)[2-(1H-1,2,4-triazol-1-yl)-4-pyridinyl]-methanone C(C)C1OC2=C(N(C1)C(=O)C1=CC(=NC=C1)N1N=CN=C1)C=CC=C2